CC=1C=C(CC=2C=C(C(NN2)=O)O)C=CC1 6-(3-methylbenzyl)-4-hydroxypyridazin-3(2H)-one